C(C1=CC=CC=C1)N1CCC(CC1)N1CCN(CCC1)C1=CC=CC(=N1)C(=O)NCC1CC1 6-[4-(1-Benzylpiperidin-4-yl)-1,4-diazepan-1-yl]-N-(cyclopropylmethyl)pyridine-2-carboxamide